ClC=1N=CC2=C(N1)N(C=C2Cl)CCCOC2=NN(C(=C2N)C)C=2C(=NC=CC2)C 3-(3-(2,5-dichloro-7H-pyrrolo[2,3-d]pyrimidin-7-yl)propoxy)-5-methyl-1-(2-methylpyridin-3-yl)-1H-pyrazol-4-amine